N-(5-(2-aminothiazol-4-yl)-2-methoxyphenyl)-4-pentylbenzenesulfonamide NC=1SC=C(N1)C=1C=CC(=C(C1)NS(=O)(=O)C1=CC=C(C=C1)CCCCC)OC